CN1N=C2C=CC(=CC2=C1)N1C=NC2=CC(=CC=C2C1=O)C=1CCNCC1 3-(2-methyl-2H-indazol-5-yl)-7-(1,2,3,6-tetrahydropyridin-4-yl)quinazolin-4(3H)-one